FC1=CC=C(C=C1)C1C(C(=CC(=C1)C=1C=NN(C1)C)C(=O)O)=O 4'-fluoro-5-(1-methyl-1H-pyrazol-4-yl)-2-oxo-1,2-dihydro-[1,1'-biphenyl]-3-carboxylic acid